P(=O)(O)(O)OCCNC(OCC1C2=CC=CC=C2C=2C=CC=CC12)=O (9H-fluoren-9-yl)methyl (2-(phosphonooxy)ethyl)carbamate